CN(C)CC1=C(C=CC(=N1)NC=1C2=C(C(=NC1)C1=C3C=CN(C3=CC=C1)C)CNC2=O)[C@H]2COCC2 (S)-7-((6-((dimethyl-amino)methyl)-5-(tetrahydrofuran-3-yl)pyridin-2-yl)amino)-4-(1-methyl-1H-indol-4-yl)-2,3-dihydro-1H-pyrrolo[3,4-c]pyridin-1-one